1-Palmitoyl-sn-glycero-3-phosphocholine C(CCCCCCCCCCCCCCC)(=O)OC[C@@H](O)COP(=O)([O-])OCC[N+](C)(C)C